3-((4-(1-(6-aminohexanoyl)piperidin-4-yl)phenyl)amino)piperidine-2,6-dione NCCCCCC(=O)N1CCC(CC1)C1=CC=C(C=C1)NC1C(NC(CC1)=O)=O